NC1=NC=NN2C1=C(C=C2C2CCN(CC2)C(C(C)C)=O)C2=CC=C(C=C2)C2=C(C(C(=C(N2C(C)C)C)C=2C=NC=C(C2)F)=O)C(=O)N (4-(4-amino-7-(1-isobutyrylpiperidin-4-yl)pyrrolo[2,1-f][1,2,4]triazin-5-yl)phenyl)-5'-fluoro-1-isopropyl-2-methyl-4-oxo-1,4-dihydro-[3,3'-bipyridine]-5-carboxamide